ClC1=CN=C2N1N=C(C=C2N2CC([C@H](C2)C)(F)F)C=2C=NC=NC2 (S)-5-(3-chloro-8-(3,3-difluoro-4-methylpyrrolidin-1-yl)imidazo[1,2-b]pyridazin-6-yl)pyrimidine